(S)-(1,3-Dimethyl-azetidin-3-yl)-(4-isopropyl-phenyl)-{3-[3-(3-methoxy-phenyl)-[1,2,4]oxadiazol-5-yl]-phenyl}-methanol CN1CC(C1)(C)[C@@](O)(C1=CC(=CC=C1)C1=NC(=NO1)C1=CC(=CC=C1)OC)C1=CC=C(C=C1)C(C)C